(S)-2-(1,4-dimethyl-7-oxo-1,7-dihydro-6H-pyrazolo[3,4-d]pyridazin-6-yl)-N-(1-(4-(trifluoromethyl)phenyl)ethyl)acetamide CN1N=CC2=C1C(N(N=C2C)CC(=O)N[C@@H](C)C2=CC=C(C=C2)C(F)(F)F)=O